FC1=C(C=CC(=N1)C(=O)NC)N1CCN(CC1)C[C@@H]1CC=2NC(C(=NC2CC1)C)=O (S)-6-Fluoro-N-methyl-5-(4-((2-methyl-3-oxo-3,4,5,6,7,8-hexahydroquinoxalin-6-yl)methyl)piperazin-1-yl)picolinamide